N-(1'-(6-(1,1-difluoroethyl)pyridin-2-yl)-1',2'-dihydrospiro[cyclopropane-1,3'-pyrrolo[3,2-c]pyridin]-6'-yl)acetamide FC(C)(F)C1=CC=CC(=N1)N1CC2(C=3C=NC(=CC31)NC(C)=O)CC2